N(C1=CC=C(C=C1)C)[N+]#N para-toluidinediazonium